4-(4-amino-3-chloro-2-fluorophenoxy)-7-methoxyquinoline-6-carboxamide NC1=C(C(=C(OC2=CC=NC3=CC(=C(C=C23)C(=O)N)OC)C=C1)F)Cl